N-allyl-2-(bis(3-chloro-4-fluorophenyl)methyl)-5-iodo-1H-imidazole-4-sulfonamide C(C=C)NS(=O)(=O)C=1N=C(NC1I)C(C1=CC(=C(C=C1)F)Cl)C1=CC(=C(C=C1)F)Cl